ClC1=CC=C2C3(C(N(C2=C1)C=1C=NN(C1)CCC)=O)CC1=CC=C(C=C1C3)C3=NOC(N3)=O 3-(6'-chloro-2'-oxo-1'-(1-propyl-1H-pyrazol-4-yl)-1,3-dihydro-spiro[indene-2,3'-indolin]-5-yl)-1,2,4-oxadiazol-5(4H)-one